2-(4-(4-(3-(5-(2-aminopyrimidine-5-carboxamido)-7-methoxy-2,3-dihydroimidazo[1,2-c]quinazolin-8-yloxy)propyl)piperazine-1-carbonyloxy)-2-fluorophenyl)acetic acid NC1=NC=C(C=N1)C(=O)NC1=NC=2C(=C(C=CC2C=2N1CCN2)OCCCN2CCN(CC2)C(=O)OC2=CC(=C(C=C2)CC(=O)O)F)OC